2-chloro-4-methoxy-spiro[5H-furo[3,4-b]pyridine-7,3'-tetrahydrofuran] ClC1=CC(=C2C(=N1)C1(COCC1)OC2)OC